C(=CC)[N+]1=C(NC=C1)C propenyl-methylimidazolium